ClCCC=1SC(=CC1)C1=C(C(=CC=C1)OC)F 2-(2-chloroethyl)-5-(2-fluoro-3-methoxyphenyl)thiophene